C(C)OC(C1=CC=C(C=C1)N)=O.C(CCCC)N pentanamine ethyl-p-aminobenzoate